ClC=1C(=NC=C(C(=O)NC2=CC(=C(C=C2)F)[C@H](C)NC=2C=NC=3C(N2)=NN(C3)CC)C1)N1CCN(CC1)C (S)-5-chloro-N-(3-(1-((2-ethyl-2H-pyrazolo[3,4-b]pyrazin-6-yl)amino)ethyl)-4-fluorophenyl)-6-(4-methylpiperazin-1-yl)nicotinamide